2-(methylthio)-4-(4-(pyridin-3-yloxy)piperidin-1-yl)pyrimidine-5-carbonitrile CSC1=NC=C(C(=N1)N1CCC(CC1)OC=1C=NC=CC1)C#N